[O+2].[O-2].[Mn+2].[Co+2].[O-2].[O-2] cobalt-manganese oxide oxygen